C(C)(C)(C)C1=CC=C(C=C1)C=1C=2N(C3=CC=C(C=C3N1)C(=O)[O-])C=C(C2)OC 4-(4-(tert-Butyl)phenyl)-2-methoxypyrrolo[1,2-a]quinoxaline-7-carboxylate